1-[(2R,5S)-5-(1,3-benzothiazol-5-yl)-2-methyl-piperazin-1-yl]-2-methyl-propan-1-one S1C=NC2=C1C=CC(=C2)[C@@H]2NC[C@H](N(C2)C(C(C)C)=O)C